3-methylphenyl 4-hydroxybenzoate OC1=CC=C(C(=O)OC2=CC(=CC=C2)C)C=C1